tert-butyl 7-nitro-1-oxo-3H-isoindole-2-carboxylate [N+](=O)([O-])C=1C=CC=C2CN(C(C12)=O)C(=O)OC(C)(C)C